BrC=1C(=C(C=CC1)C(/C=C/C1=C(C=C(C#N)C=C1)F)=C=O)O (E)-4-(3-(3-bromo-2-hydroxyphenyl)-3-carbonylprop-1-en-1-yl)-3-fluorobenzonitrile